P(=S)(OCCCCC)(OCCCCC)[O-] diamyl thiophosphate